γ-mercaptopropylethyldimethoxy-silane SCCC[Si](OC)(OC)CC